CS(=O)(=O)OCC1CCC(CC1)(F)F (4,4-difluorocyclohexyl)methyl methanesulfonate